8-bromo-1-naphthaldehyde BrC=1C=CC=C2C=CC=C(C12)C=O